(1S,2S)-N-(8-amino-6-(4-methyl-6-(2-oxoazetidin-1-yl)pyridin-3-yl)-2,7-naphthyridin-3-yl)-2-(1-methyl-1H-pyrazol-4-yl)cyclopropane-1-carboxamide NC=1N=C(C=C2C=C(N=CC12)NC(=O)[C@@H]1[C@H](C1)C=1C=NN(C1)C)C=1C=NC(=CC1C)N1C(CC1)=O